C1(=CC(=CC=C1)C1=NNC=C1)C1=CC=CC=C1 3-([1,1'-biphenyl]-3-yl)-1H-pyrazole